CC1=CC=C(C=C1)C=C2C3CCC(C2=O)(C3(C)C)C 4-methylbenzylidenecamphor